(4S)-4-((tert-Butyldiphenylsilyl)oxy)-2-(3-chloropropyl)pyrrolidine tert-Butyl-4-(2-(4-(9-benzyl-6-(1-methylcyclopropoxy)-9H-purin-8-yl)-3-chlorophenoxy)ethyl)piperazine-1-carboxylate C(C)(C)(C)OC(=O)N1CCN(CC1)CCOC1=CC(=C(C=C1)C=1N(C2=NC=NC(=C2N1)OC1(CC1)C)CC1=CC=CC=C1)Cl.[Si](C1=CC=CC=C1)(C1=CC=CC=C1)(C(C)(C)C)O[C@H]1CC(NC1)CCCCl